Methyl heptane-3-carboxylate CCC(CCCC)C(=O)OC